methyl(2-(4-(1-(2-methylbenzo[d]thiazol-5-yl)ethyl)piperazin-1-yl)pyrimidin-5-yl)(methylimino)-λ6-sulfanone CS(=O)(=NC)C=1C=NC(=NC1)N1CCN(CC1)C(C)C=1C=CC2=C(N=C(S2)C)C1